OC(=O)C(F)(F)F.N1=CN=CC=C1 pyrimidine TFA salt